C(CCCCCCCC)(=O)OCC(CC(=O)O[C@@H]1C[C@@H]([NH2+]C1)COC(CC(COC(CCCCCCCC)=O)COC(CCCCCCCC)=O)=O)COC(CCCCCCCC)=O (2R,4R)-4-((4-(nonanoyloxy)-3-((nonanoyloxy)methyl)butanoyl)oxy)-2-(((4-(nonanoyloxy)-3-((nonanoyloxy)methyl)butanoyl)oxy)methyl)pyrrolidin-1-ium